C(C)(C)[Si](OC1=C(C=C(C=C1)OC)C=C(C)C)(C(C)C)C(C)C Triisopropyl(4-methoxy-2-(2-methylprop-1-enyl)phenoxy)silane